C(C)(C)(C)OC(=O)N1CC=2NN=C(C2C1)CNC(C)=O 3-(acetylaminomethyl)-4,6-dihydro-1H-pyrrolo[3,4-c]Pyrazole-5-carboxylic acid tert-butyl ester